(2R)-2-[(3-amino-4-quinolyl)amino]-3-ethyl-pentan-3-ol NC=1C=NC2=CC=CC=C2C1N[C@H](C)C(CC)(O)CC